2,5-bis(N-(4-aminophenyl)-N-methyl-4-aminophenyl)-N-methylpyrrole NC1=CC=C(C=C1)N(C1=CC=C(C=C1)C=1N(C(=CC1)C1=CC=C(C=C1)N(C1=CC=C(C=C1)N)C)C)C